N-(6-methoxy-2-(3-azaspiro[5.5]undecan-9-yl)-2H-indazol-5-yl)-6-(trifluoromethyl)pyridinecarboxamide COC=1C(=CC2=CN(N=C2C1)C1CCC2(CCNCC2)CC1)NC(=O)C1=NC(=CC=C1)C(F)(F)F